3-(3-cyclopropyl-1-phenylpropyl)aniline C1(CC1)CCC(C1=CC=CC=C1)C=1C=C(N)C=CC1